OC(CN1N=CC(=C1)C1=NC=2N3C(N(C(C2N1)=O)CCC)=NC=C3)(C)C 2-[1-(2-hydroxy-2-methyl-propyl)pyrazol-4-yl]-5-propyl-3H-imidazo[2,1-b]purin-4-one